4-(1,4-dioxaspiro[4.5]decan-8-yl)-N-(4-ethylsulfanyl-2-methyl-phenyl)-5-(trifluoromethyl)pyrimidin-2-amine O1CCOC12CCC(CC2)C2=NC(=NC=C2C(F)(F)F)NC2=C(C=C(C=C2)SCC)C